C(CCCCCCCCCCC)N(CCCCCCCCCCCC)O N,N-dilaurylhydroxyamine